N-(3-bromo-2-fluorophenyl)-2-chloroacetamide BrC=1C(=C(C=CC1)NC(CCl)=O)F